FC(OC1=C(C=CC(=C1)F)C(C)N1C[C@@H](N(C[C@H]1C)C=1N(N=C2C1N(C(C=C2)=O)C)C2OCCCC2)C)F ((2S,5R)-4-(1-(2-(difluoromethoxy)-4-fluorophenyl)ethyl)-2,5-dimethylpiperazin-1-yl)-4-methyl-2-(tetrahydro-2H-pyran-2-yl)-2,4-dihydro-5H-pyrazolo[4,3-b]pyridin-5-one